N(=[N+]=[N-])C=1C(=NN(C1[N+](=O)[O-])N)[N+](=O)[O-] 4-azido-3,5-dinitropyrazol-1-amine